2-[2-(5-methylfuran-2-yl)vinyl]-4,6-bistrichloromethyl-1,3,5-triazine CC1=CC=C(O1)C=CC1=NC(=NC(=N1)C(Cl)(Cl)Cl)C(Cl)(Cl)Cl